racemic-2-(3-chlorophenyl)oxirane ClC=1C=C(C=CC1)[C@H]1OC1 |r|